4-(5-amino-2-((5-fluoropyridin-2-yl)methyl)-3-oxo-7-phenyl-2,3-dihydro-[1,2,4]triazolo[4,3-c]pyrimidin-8-yl)-6-methylpyridinecarboxylic acid methyl ester COC(=O)C1=NC(=CC(=C1)C=1C=2N(C(=NC1C1=CC=CC=C1)N)C(N(N2)CC2=NC=C(C=C2)F)=O)C